FC(F)(F)C1=C(C=C(C=C1[N+](=O)[O-])[N+](=O)[O-])C1=CC=C(C=C1)F trifluoromethyl-4'-fluoro-3,5-dinitrobiphenyl